C(C=C)(=O)N1C[C@@H](N(CC1)C1=NC(N2C3=C(C=C(C=C13)Cl)S(CCC2)C2=C(C=C(C=C2)F)F)=O)C 8-((s)-4-acryloyl-2-methylpiperazin-1-yl)-10-chloro-l-1-(2,4-difluorophenyl)-3,4-dihydro-2H,6H-[1,4]thiazepino[2,3,4-ij]quinazolin-6-one